2-(2-(2-((4-methylquinazolin-2-yl)amino)-1H-imidazol-5-yl)ethyl)isoindoline-1,3-dione CC1=NC(=NC2=CC=CC=C12)NC=1NC(=CN1)CCN1C(C2=CC=CC=C2C1=O)=O